[Si]=O.[Cr] chromium-silicon oxide